C(C)(C)(C)OC(=O)N1CCC(CC1)CN1C(N(CC2=C1C=C(N=C2)CN)C2=C(C(=CC(=C2F)OC)OC)F)=O 4-((7-(aminomethyl)-3-(2,6-difluoro-3,5-dimethoxyphenyl)-2-oxo-3,4-dihydropyrido[4,3-d]pyrimidin-1(2H)-yl)methyl)piperidine-1-carboxylic acid tert-butyl ester